FC(C)(C)C1=CC=C(C=C1)C(C)O 1-(4-(2-fluoroprop-2-yl)phenyl)ethan-1-ol